FC(CN1N=NC2=C1C=C(C=C2)C=2C=CN1N=C(N=C(C12)OC([2H])([2H])[2H])N[C@H]1C[C@H](C1)OCCO)F 2-(cis-3-((5-(1-(2,2-difluoroethyl)-1H-benzo[d][1,2,3]triazol-6-yl)-4-(methoxy-d3)pyrrolo[2,1-f][1,2,4]triazin-2-yl)amino)cyclobutoxy)ethan-1-ol